COC(=O)NC=1SC(=C(N1)C)S(=O)(=O)N1CCN(CC1)C[C@H](C)NC1=NC=NC2=C(C=CC=C12)C(=O)OC methyl 4-{[(2S)-1-[4-({2-[(methoxycarbonyl)amino]-4-methyl-1,3-thiazol-5-yl}sulfonyl)piperazin-1-yl]propan-2-yl]amino}quinazoline-8-carboxylate